COC1=CC=C(C=C1)COC1=NSC=2C1=NC(=CC2C2=C(C=CC=C2)C(F)(F)F)N2C(COCC2)C 4-{3-[(4-methoxyphenyl)methoxy]-7-[2-(trifluoromethyl)phenyl]-[1,2]thiazolo[4,5-b]pyridin-5-yl}-3-methylmorpholine